9,9',9'',9'''-(4-(6-phenylpyridin-2-yl)-6-(pyridin-2-yl)benzene-1,2,3,5-tetrayl)tetrakis(3,6-dimethyl-9H-carbazole) C1(=CC=CC=C1)C1=CC=CC(=N1)C1=C(C(=C(C(=C1N1C2=CC=C(C=C2C=2C=C(C=CC12)C)C)C1=NC=CC=C1)N1C2=CC=C(C=C2C=2C=C(C=CC12)C)C)N1C2=CC=C(C=C2C=2C=C(C=CC12)C)C)N1C2=CC=C(C=C2C=2C=C(C=CC12)C)C